O=C1NC(CCC1NC=1C(=C(C=CC1)C1CCN(CC1)CC(=O)N1CCC(CC1)C=1N=C2N(C=C(C(=C2)OC(C)C)NC(=O)C2=NC(=CC=C2)C(F)(F)F)C1)F)=O N-[2-[1-[2-[4-[3-[(2,6-dioxo-3-piperidyl)amino]-2-fluoro-phenyl]-1-piperidyl]acetyl]-4-piperidyl]-7-isopropoxy-imidazo[1,2-a]pyridin-6-yl]-6-(trifluoromethyl)pyridine-2-carboxamide